L-2-amino-N-(2,6-diisopropylphenyl)-3-phenylpropionamide N[C@H](C(=O)NC1=C(C=CC=C1C(C)C)C(C)C)CC1=CC=CC=C1